N=1N=C(NC1)C1=CC=C(C=C1)C[C@@H](C(=O)O)N (S)-3-(4-(4H-1,2,4-triazol-3-yl)phenyl)-2-aminopropanoic acid